C(C)(C)N1CCC(CC1)N1CCC(CC1)C1=CC=C2C(=N1)N(C(=N2)C2=CC=C(C=C2)S(=O)(=O)C)C 5-(1'-Isopropyl-[1,4'-bipiperidin]-4-yl)-3-methyl-2-(4-(methylsulfonyl)phenyl)-3H-imidazo[4,5-b]pyridine